2',3,4,5-tetrafluoro-4'-propyl-p-terphenyl FC1=C(C=CC(C1)(C1=CC=CC=C1)CCC)C1=CC(=C(C(=C1)F)F)F